phenylcyclohexane C1(=CC=CC=C1)C1CCCCC1